1-(3',5'-dichloro-5-((6-(piperazin-1-yl)pyridin-3-yl)oxy)-[1,1'-biphenyl]-3-yl)-N-methyl-methylamine ClC=1C=C(C=C(C1)Cl)C1=CC(=CC(=C1)OC=1C=NC(=CC1)N1CCNCC1)CNC